COC1=C(C(=O)OC2=C(C=C(C=C2)C)OCC)C=CC=C1 2-methoxybenzoic acid, 2-ethoxy-4-methylphenyl ester